C1(CC1)C1=NN(C=2C=NN(C(C21)=O)CC(=O)N[C@@H](C)C2=C(C=C(C=C2)C)F)C (S)-2-(3-cyclopropyl-1-methyl-4-oxo-1,4-dihydro-5H-pyrazolo[3,4-d]pyridazin-5-yl)-N-(1-(2-fluoro-4-methylphenyl)ethyl)acetamide